CC1=NC=C(C=C1)C 2,5-Di-methylpyridin